1-N'-[4-(6,7-dimethoxypyrido[3,2-d]pyrimidin-4-yl)oxy-2-fluorophenyl]-1-N-(4-fluorophenyl)cyclopropane-1,1-dicarboxamide COC=1C(=CC=2N=CN=C(C2N1)OC1=CC(=C(C=C1)NC(=O)C1(CC1)C(=O)NC1=CC=C(C=C1)F)F)OC